BrC=1C=C2C(=NC1CO)N(N=C2)COCC[Si](C)(C)C (5-bromo-1-((2-(trimethylsilyl)ethoxy)methyl)-1H-pyrazolo[3,4-b]pyridin-6-yl)methanol